2-{8-[(2-cyano-2-methylideneethyl)amino]-7-ethoxynaphthalen-2-yl}-N-(1-methylpiperidin-4-yl)pyrimidine-4-carboxamide C(#N)C(CNC=1C(=CC=C2C=CC(=CC12)C1=NC=CC(=N1)C(=O)NC1CCN(CC1)C)OCC)=C